methyl 2-nonenoate C(C=CCCCCCC)(=O)OC